(3aR,4R,7aS)-N,N-dimethyloctahydro-1H-isoindol-4-amine CN([C@H]1[C@H]2CNC[C@H]2CCC1)C